(1-(2,6-Dimethoxyphenyl)-2-(5-methylpyridin-3-yl)-1H-imidazo[4,5-b]pyrazin-6-yl)methanesulfonamide COC1=C(C(=CC=C1)OC)N1C(=NC=2C1=NC(=CN2)CS(=O)(=O)N)C=2C=NC=C(C2)C